4-pyrrole-carbaldehyde N1C=CC(=C1)C=O